Cl.C1(CC1)NN 1-cyclopropylhydrazine HCl